2-methyl-4-(piperidin-4-yl)pyridine TFA salt OC(=O)C(F)(F)F.CC1=NC=CC(=C1)C1CCNCC1